2-((8-bromo-6-cyclopropylimidazo[1,2-a]pyridin-2-yl)methyl)isoindoline-1,3-dione BrC=1C=2N(C=C(C1)C1CC1)C=C(N2)CN2C(C1=CC=CC=C1C2=O)=O